hydroxyethyl-hexahydrosym-triazine OCCN1CNCNC1